C(C)SC1=NN2C(N=C(C=C2C)C)=C1C(=O)NC=1C(=NC=C(C1)C(F)(F)F)NC 2-(ethylthio)-5,7-dimethyl-N-(2-(methylamino)-5-(trifluoromethyl)pyridin-3-yl)pyrazolo[1,5-a]pyrimidine-3-carboxamide